C1(CCCCC1)C1=CC=C(C=C1)C=1NC=2N(C(C1)=O)N=C(C2C(=O)N2CC(C2)CF)C2=NC=CC(=N2)C(C)C 5-(4-cyclohexylphenyl)-3-[3-(fluoromethyl)azetidine-1-carbonyl]-2-(4-isopropylpyrimidin-2-yl)-4H-pyrazolo[1,5-a]pyrimidin-7-one